Boc-N-methyl-ethylenediamine C(=O)(OC(C)(C)C)NCCNC